NO[C@@H](COC1=CC=C(C#N)C=C1)C (R)-4-(2-aminooxy-propoxy)-benzonitrile